N1=CC=NC=C1C(=O)[O-] pyrazine-6-carboxylate